N1=C(C=CC=2CCCNC12)CCCN1CCC(CC1)C(=O)N (3-(5,6,7,8-tetrahydro-1,8-naphthyridin-2-yl)propyl)piperidine-4-carboxamide